tributyl-stannyl chloride C(CCC)[Sn](CCCC)(CCCC)Cl